carbonyl-(carboxyl)carbon C(=O)=[C]C(=O)O